S(=O)(=O)(O)OC1=CC=C(C=C1)C(C)(C)C 4-tert-butylphenol sulfate